4-hydroxy-2-iodobenzonitrile OC1=CC(=C(C#N)C=C1)I